C1(=CC=CC=C1)[Si]([Si](C1=CC=CC=C1)(C1=CC=CC=C1)C1=CC=CC=C1)(C1=CC=CC=C1)C1=CC=CC=C1 1,1,1,2,2,2-hexaphenyldisilane